C(C)(C)(C)OC(=O)N1CCCC=C1OS(=O)(=O)C(F)(F)F 6-(((trifluoromethyl)sulfonyl)oxy)-3,4-dihydropyridine-1(2H)-carboxylic acid tert-butyl ester